[C-]1(C=CC=C1)CCCCC(=O)O.[CH-]1C=CC=C1.[Fe+2] Ferrocenebutanecarboxylic acid